diphenyl-cyclohexane-1,4-dicarboxylic acid C1(=CC=CC=C1)C1(CCC(CC1)(C(=O)O)C1=CC=CC=C1)C(=O)O